N-(1-(difluoromethyl)-1H-pyrazol-3-yl)-6-isopropoxy-2H-indazole-5-carboxamide FC(N1N=C(C=C1)NC(=O)C1=CC2=CNN=C2C=C1OC(C)C)F